ClC=1C=C(C=CC1OC(F)(F)F)S(=O)(=O)N[C@H](CN(C)C)C1=CC(=C(C=C1)Cl)Cl (S)-3-chloro-N-(1-(3,4-dichlorophenyl)-2-(dimethylamino)ethyl)-4-(trifluoromethoxy)benzenesulfonamide